N-methyl-1-(3-methyl-1,2,4-oxadiazol-5-yl)methylamine CNCC1=NC(=NO1)C